4-((4-ethyl-2,6-difluorophenyl)ethynyl)-4'-propylbiphenyl C(C)C1=CC(=C(C(=C1)F)C#CC1=CC=C(C=C1)C1=CC=C(C=C1)CCC)F